C1(CC1)CN1CCC(CC1)N1CCC(CC1)C=1C=CC2=C(NC(=N2)C2=CC=C(C=C2)S(=O)(=O)C)C1F 6-(1'-(cyclopropylmethyl)-[1,4'-bipiperidin]-4-yl)-7-fluoro-2-(4-(methylsulfonyl)phenyl)-1H-benzo[d]imidazole